N1(CCCCC1)CCC(C)N1N=C2C=C(C=CC2=C1C1CCN(CC1)C(C=C)=O)C1=C(C=CC=C1)C(F)(F)F 1-(4-(2-(4-(piperidin-1-yl)but-2-yl)-6-(2-(trifluoromethyl)phenyl)-2H-indazol-3-yl)piperidin-1-yl)prop-2-en-1-one